C1(=C(C=CC=C1)P(C1=C(C=CC=C1)C)(C1=C(C=CC=C1)C)=O)C tri(2-tolyl)phosphine oxide